NC1=C2C(N(C(=NC2=CC=C1)C)N1C(C(CCC1=O)[2H])=O)=O (5-Amino-2-methyl-4-oxoquinazolin-3(4H)-yl)-(3-2H)-piperidine-2,6-dione